BrC(=O)OC(C)(C)C 1,1-dimethylethyl bromoformate